[Br-].C(C1=CN=CC=C1)(=O)OC.[NH4+] ammonium methyl nicotinate bromide salt